CN1N=CC2=C1N=C1N(C2=S)CCCC1CC1=CC(=C(C(=C1)OC)OC)OC (E)-1-methyl-9-(3,4,5-trimethoxybenzyl)-6,7,8,9-tetrahydropyrazolo[3,4-d]pyrido[1,2-a]pyrimidine-4(1H)-thione